indol-6-one mesylate S(C)(=O)(=O)O.N1=CC=C2C=CC(C=C12)=O